(2S,5S)-5-(4-Chlorobenzyl)-2-methyl-4-(4-(5-methyloxazol-2-yl)cyclohexyl)morpholin ClC1=CC=C(C[C@H]2CO[C@H](CN2C2CCC(CC2)C=2OC(=CN2)C)C)C=C1